methyl 5-(bromomethyl)furan-2-carboxylate BrCC1=CC=C(O1)C(=O)OC